FC(C1=C(C=C2C(C(CCC2)=CC2=C(C=CC=C2)C(F)(F)F)=O)C=CC=C1)(F)F 2,6-bis(2-(trifluoromethyl)benzylidene)cyclohexanone